C(C)(=O)N[C@H]1C[C@H](CCC1)C(=O)NC1=NC=C(C(=C1)C1=CC2=C(N(N=C2C(=C1)F)C)C(CO)C)Cl (1S,3R)-3-acetylamino-N-(5-chloro-4-(7-fluoro-3-(1-hydroxyprop-2-yl)-2-methyl-2H-Indazol-5-yl)pyridin-2-yl)cyclohexane-1-carboxamide